2-chloro-5-[4-(difluoromethyl)-1-[(1-methyl-1,2,4-triazol-3-yl)methyl]imidazol-2-yl]-3-fluoro-pyridine ClC1=NC=C(C=C1F)C=1N(C=C(N1)C(F)F)CC1=NN(C=N1)C